FC1(CN(C1)C(=O)OC(C)(C)C)COC=1C=C2C(N(CC2=C(C1)C)C1CCC(CC1)C(NC1=CC(=C(C=C1)C)OC)=O)=O tert-butyl 3-fluoro-3-(((2-((1s,4s)-4-((3-methoxy-4-methylphenyl)carbamoyl)cyclohexyl)-7-methyl-3-oxoisoindolin-5-yl)oxy)methyl)azetidine-1-carboxylate